FC1=C(C=CC(=N1)C=C1CC2(CN(C2)C(=O)O)C1)C 6-((6-fluoro-5-methylpyridin-2-yl)methylene)-2-azaspiro[3.3]Heptane-2-carboxylic acid